BrC[C@@H]1CC[C@@H](CC1)CBr cis-1,4-Bisbromomethyl-Cyclohexane